2,3-dihydro-1H-inden-5-yl-acrylamide C1CCC2=CC(=CC=C12)C(C(=O)N)=C